3-[[2-[(2,3-Dichlorobenzoyl)amino]-1-oxopropyl]amino]cyclopentanecarboxylic acid ClC1=C(C(=O)NC(C(=O)NC2CC(CC2)C(=O)O)C)C=CC=C1Cl